NC=1N=C(SC1C(C1=CC=CC=C1)=O)N(C1=CC(=C(C=C1)Cl)OC(F)F)C(C(=O)N)C [N-(4-amino-5-benzoyl-thiazol-2-yl)-4-chloro-3-(difluoromethoxy)anilino]propanamide